OC1=CC=C(C=2OC3=C(C=C(C=C3C(C2)=O)C=2NC=C(C2)C)OC)C=C1 4'-hydroxy-8-methoxy-6-(4-methyl-1H-pyrrol-2-yl)-flavone